N-[(6-chloropyridin-3-yl)methyl]-5-oxo-1-phenylpyrrolidine-3-carboxamid ClC1=CC=C(C=N1)CNC(=O)C1CN(C(C1)=O)C1=CC=CC=C1